BrC1=CC2=C(C=N1)N(C(=N2)C2CC2)C 6-bromo-2-cyclopropyl-3-methylimidazo[4,5-c]pyridine